C(C)(C)(C)OC(=O)N1C2CN(CC1CC2)C2=NC(=NC1=C(C(=C(C=C21)I)Br)F)F 3-(7-bromo-2,8-difluoro-6-iodoquinazolin-4-yl)-3,8-diazabicyclo[3.2.1]octane-8-carboxylic acid tert-butyl ester